CN1C(=NN=C1)[C@H](C=1C=C(C=CC1)N1C(C2=CC(=CC(=C2C1)C(F)(F)F)[C@H](CC)NC1(CCC1)C)=O)C1COC1 2-(3-((S)-(4-methyl-4H-1,2,4-triazol-3-yl)(oxetan-3-yl)methyl)phenyl)-6-((S)-1-((1-methylcyclobutyl)amino)propyl)-4-(trifluoromethyl)isoindolin-1-one